CN1C(=NC(=C1)C(F)(F)F)C1=CC=C(CNC2=C3NC=NC3=NC(=N2)C2=CC(=CC=C2)C(F)(F)F)C=C1 N-(4-(1-methyl-4-(trifluoromethyl)-1H-imidazol-2-yl)benzyl)-2-(3-(trifluoromethyl)phenyl)-7H-purin-6-amine